butoxyboron C(CCC)O[B]